COC[C@H](C)OC=1C=CC2=C(N=CO2)C1 (S)-5-((1-methoxyprop-2-yl)oxy)benzo[d]oxazole